S1(NC(C2=C1C=CC=C2)=O)(=O)=O benzo[d]isothiazole-3(2H)-one 1,1-dioxide